ClC1=CC(=C(OC2CCN(CC2)C(=O)N2N=C(C=C2)C(=O)O)C=C1)N1CCCC1 1-(4-(4-chloro-2-(pyrrolidin-1-yl)phenoxy)piperidine-1-carbonyl)-1H-pyrazole-3-carboxylic acid